COC1=CC=CC2=C1OC=1CN(CCC12)CCCCN1N=CC(N(C1=O)C)=O 2-(4-(8-methoxy-3,4-dihydrobenzofuro[2,3-c]pyridin-2(1H)-yl)butyl)-4-methyl-1,2,4-triazine-3,5(2H,4H)-dione